N1-(1-(4-amino-7-benzyl-2-(ethoxymethyl)-1H-imidazo[4,5-c]quinolin-1-yl)-2-methylpropan-2-yl)ethane-1,2-diamine NC1=NC=2C=C(C=CC2C2=C1N=C(N2CC(C)(C)NCCN)COCC)CC2=CC=CC=C2